NC1=C(C(=C(C=C1)Br)C=1C(=C(C=CC1)N)O)O 3,3'-diamino-6-bromo-[1,1'-biphenyl]-2,2'-diol